1-[dimethyl-(vinyl)silyl]-4-propylpiperazine C[Si](N1CCN(CC1)CCC)(C=C)C